COC=1C=C(OC2CC(C2)NC2=C(C=NC=C2)N)C=CC1C rac-N4-((1r,3r)-3-(3-methoxy-4-methylphenoxy)cyclobutyl)pyridine-3,4-diamine